C(C=C)(=O)OCCCCOC1(CC(=CC=C1)N1C(=NOC1S)C1=NC=C(C=N1)OC)F 4-(3-(4-acryloyloxybutoxy)-3-fluorophenyl)-3-(5-methoxy-2-pyrimidinyl)-1,2,4-oxadiazole-5-thiol